1-methyl-5-[(2S,6R)-6-methyl-4-(4-nitrophenyl)sulfonyl-morpholin-2-yl]pyridin-2-one CN1C(C=CC(=C1)[C@H]1CN(C[C@H](O1)C)S(=O)(=O)C1=CC=C(C=C1)[N+](=O)[O-])=O